ClC1=C(N=C2N(C1=O)C=C(N=C2C2=CC=C(C=C2)Cl)[C@@H]2C[C@@H](OCC2)C=2C=NN(C2)C2CC2)C 3-chloro-9-(4-chlorophenyl)-7-((2R,4S)-2-(1-cyclopropyl-1H-pyrazol-4-yl)tetrahydro-2H-pyran-4-yl)-2-methyl-4H-pyrazino[1,2-a]pyrimidin-4-one